5-decylsilane CCCCC(CCCCC)[SiH3]